OC(CN1C(C2=CC=CC=C2C1=O)=O)C=1SC=CC1 2-(2-hydroxy-2-(thiophen-2-yl)ethyl)isoindoline-1,3-dione